FC1(CCC(CC1)NC1=NC(=NC(=N1)NC1CCC(CC1)(F)F)C=1N=C(SC1)C(C)(F)F)F N2,N4-bis(4,4-difluorocyclohexyl)-6-(2-(1,1-difluoroethyl)thiazol-4-yl)-1,3,5-triazine-2,4-diamine